methyl 2-((1-isopropyl-4-methylcyclohex-3-en-1-yl)thio)acetate C(C)(C)C1(CC=C(CC1)C)SCC(=O)OC